ethyl 2-(2-{2-[(2,3-dihydro-1H-inden-2-yl)amino]pyrimidin-5-yl}-1-ethyl-1H-imidazol-4-yl)acetate C1C(CC2=CC=CC=C12)NC1=NC=C(C=N1)C=1N(C=C(N1)CC(=O)OCC)CC